CCNC1=NC(=NC(=N1)SC)NC(C)(C)C The molecule is a methylthio-1,3,5-triazine that is 2-(methylsulfanyl)-1,3,5-triazine substituted by a tert-butylamino and an ethylamino group at positions 2 and 4 respectively. It has a role as a herbicide, a xenobiotic and an environmental contaminant. It is a methylthio-1,3,5-triazine and a diamino-1,3,5-triazine.